(1R,3S)-3-{5-[5-(2-formyl-3-methoxyphenyl)-2-methyl pyrazole-3-amido]-2H-pyrazol-3-yl}cyclopentyl N-isopropylcarbamate C(C)(C)NC(O[C@H]1C[C@H](CC1)C=1NN=C(C1)NC(=O)C=1N(N=C(C1)C1=C(C(=CC=C1)OC)C=O)C)=O